N[S@](=NC(CC1=C(C2=C(OC(O2)(F)F)C=C1C(C)C)C(C)C)=O)(=O)C1=NN(C=C1F)CCO |r| (R) and (S)-N-(amino(4-fluoro-1-(2-hydroxyethyl)-1H-pyrazol-3-yl)(oxo)-λ6-sulfaneylidene)-2-(2,2-difluoro-4,6-diisopropylbenzo[d][1,3]dioxol-5-yl)acetamide